2-((4-(3-(2-(dimethylamino)ethyl)-5-methoxy-1H-indol-1-yl)-4-oxobutanoyl)oxy)propane-1,3-diyl dipalmitate C(CCCCCCCCCCCCCCC)(=O)OCC(COC(CCCCCCCCCCCCCCC)=O)OC(CCC(=O)N1C=C(C2=CC(=CC=C12)OC)CCN(C)C)=O